ClC=1C=C(CN2C(CNC(C3=C2C=CC=C3)=O)=O)C=CC1O (R)-(3-chloro-4-hydroxybenzyl)-3H-1,4-benzodiazepine-2,5(1H,4H)dione